1-(cyclopropylmethyl)-5-fluoro-1H-indole-2-carbaldehyde C1(CC1)CN1C(=CC2=CC(=CC=C12)F)C=O